4-methoxy-N-[2-(3-methylphenyl)[1,3]oxazolo[5,4-b]pyridin-6-yl]benzamide COC1=CC=C(C(=O)NC=2C=C3C(=NC2)OC(=N3)C3=CC(=CC=C3)C)C=C1